CC1=C(C(=O)NC=2C(=CC(=C(C2)CC(=O)O)N2CCCC2)C(F)(F)F)C(=CC(=C1)OCCC1=CC=CC=C1)C [5-{[2,6-dimethyl-4-(2-phenylethoxy)benzoyl]amino}-2-(1-pyrrolidinyl)-4-(trifluoromethyl)phenyl]acetic acid